(S)-1'-(5-((4-methoxypyridin-3-yl)thio)-1H-imidazo[4,5-b]pyrazin-2-yl)-1,3-dihydrospiro[indene-2,4'-piperidin]-1-amine COC1=C(C=NC=C1)SC=1N=C2C(=NC1)NC(=N2)N2CCC1(CC2)[C@@H](C2=CC=CC=C2C1)N